NC1=C(C(=NC=N1)C=1C(=C(C=C(C1)F)NC(C1=C(C=C(C=C1)C1CC1)F)=O)C)OC[C@H](C)N (S)-N-(3-(6-amino-5-(2-aminopropoxy)pyrimidin-4-yl)-5-fluoro-2-methylphenyl)-4-cyclopropyl-2-fluorobenzamide